CO[C@@H]1[C@]2(CC[C@@H](C1)C2(C)C)C (1S,2S,4S)-2-methoxy-1,7,7-trimethylbicyclo[2.2.1]heptane